tetrachlorobutanesulfonate ClC(C(S(=O)(=O)[O-])(Cl)Cl)(CC)Cl